2-(chloromethyl)-1-ethyl-3-iodobenzene ClCC1=C(C=CC=C1I)CC